2-(2-oxaspiro[3.3]Hept-6-yl)-1H-pyrrolo[3,4-c]Pyridin-3(2H)-one C1OCC12CC(C2)N2C(C=1C=NC=CC1C2)=O